Rac-(2s,3r)-3-azido-2-[(2,3'-difluoro[1,1'-biphenyl]-3-yl)methyl]-4,4-difluoropyrrolidine-1-carboxylic acid tert-butyl ester C(C)(C)(C)OC(=O)N1[C@H]([C@H](C(C1)(F)F)N=[N+]=[N-])CC=1C(=C(C=CC1)C1=CC(=CC=C1)F)F |r|